2-Ethylsulfanyl-N-[(3-fluorophenyl)-methyl]-6-(3-hydroxy-azetidin-1-yl)-4-methyl-pyridine-3-carboxylic acid amide C(C)SC1=NC(=CC(=C1C(=O)NCC1=CC(=CC=C1)F)C)N1CC(C1)O